C(C)(C)(C)OC(=O)N1CCN(C2=CC=CC(=C12)C)C1=CC2=C(N=C(N=C2)NC2=CC=C(C=C2)CS(NC)(=O)=O)N(C1=O)C 8-methyl-4-[8-methyl-2-[4-(methylsulfamoylmethyl)anilino]-7-oxo-pyrido[2,3-d]pyrimidin-6-yl]-2,3-dihydroquinoxaline-1-carboxylic acid tert-butyl ester